N1CNCC2=CC=C(C=C12)C(=O)[O-] tetrahydroquinazoline-7-carboxylate